3-bromo-4-fluoro-1-(4-methoxybenzyl)-1H-pyrazole BrC1=NN(C=C1F)CC1=CC=C(C=C1)OC